FC(OC1=CC(=NN1)NC1=NC(=CN=C1)OC1CCN(CC1)C)F N-(5-(difluoromethoxy)-1H-pyrazol-3-yl)-6-((1-methylpiperidin-4-yl)oxy)pyrazin-2-amine